C(C)(C)CC(C)NCCC1=CC=CC2=CC=C(C=C12)OC isopropyl-N-(2-(7-methoxynaphthalen-1-yl)ethyl)propan-2-amine